C(#C)C=1C(=CC=C2C=C(C=C(C12)C1=C(C=2N=CN=C(C2C=N1)N1CCOCCC1)F)O)F 7-(8-ethyn-yl-7-fluoro-3-hydroxynaphthalen-1-yl)-8-fluoro-4-(1,4-oxazepan-4-yl)pyrido[4,3-d]pyrimidin